BrC1=C(N=C(N=N1)N[C@H]1CN(CCC1)CC)C1CC1 (R)-6-bromo-5-cyclopropyl-N-(1-ethylpiperidin-3-yl)-1,2,4-triazin-3-amine